8-((3-aminopropyl)(8-(heptadec-9-yloxy)-8-oxooctyl)amino)octanoic acid 3-butylheptyl ester C(CCC)C(CCOC(CCCCCCCN(CCCCCCCC(=O)OC(CCCCCCCC)CCCCCCCC)CCCN)=O)CCCC